tert-Butyl 4-(6-{[5-(difluoromethyl)pyridin-2-yl]amino}-3-fluoro-2-(morpholin-4-yl)pyridin-4-yl)piperazine-1-carboxylate FC(C=1C=CC(=NC1)NC1=CC(=C(C(=N1)N1CCOCC1)F)N1CCN(CC1)C(=O)OC(C)(C)C)F